2-cyano-N-cyclopropyl-5-[1-[2,6-dichloro-4-[1,2,2,2-tetrafluoro-1-(trifluoromethyl)ethyl]phenyl]triazol-4-yl]-N-ethyl-thiophene-3-carboxamide C(#N)C=1SC(=CC1C(=O)N(CC)C1CC1)C=1N=NN(C1)C1=C(C=C(C=C1Cl)C(C(F)(F)F)(C(F)(F)F)F)Cl